NC1=NC=2C=C(C(=CC2C2=C1N(N=C2)C)C(=O)N2[C@H](COCC2)C2=CC=C(C=C2)C(F)(F)F)C (4-amino-3,7-dimethyl-3H-pyrazolo[3,4-c]quinolin-8-yl)((3S)-3-(4-(trifluoromethyl)phenyl)-4-morpholinyl)methanone